2-fluoro-4-(pyrazol-1-yl)aniline FC1=C(N)C=CC(=C1)N1N=CC=C1